(+)-[3-[4-(Oxetan-3-yl)phenyl]azetidin-1-yl]-[3-(1H-pyrazol-5-yl)pyrrolidin-1-yl]methanone diethyl-6,6'-(1,2-phenylene)bis(2,2-dimethylhexanoate) C(C)OC(C(CCCCC1=C(C=CC=C1)CCCCC(C(=O)OCC)(C)C)(C)C)=O.O1CC(C1)C1=CC=C(C=C1)C1CN(C1)C(=O)N1CC(CC1)C1=CC=NN1